OC=1CN(N(C(C1)=O)C(=O)OC(C)(C)C)C=1C=NC(=CC1)C(F)(F)F tert-butyl 4-hydroxy-6-oxo-2-(6-(trifluoromethyl) pyridin-3-yl)-2,3-dihydropyridazine-1(6H)-carboxylate